COC(CC1=CC(=C(C=C1)OC)OC)=O methyl-2-(3,4-dimethoxyphenyl)acetate